[Ru](Cl)Cl.N1=C(C=C(C=C1)C(=O)O)C1=NC=CC=C1 [2,2'-bipyridyl]-4-carboxylic acid ruthenium (II) chloride